(2R)-2-{2-[3-(8-{2-[ethyl(isopropyl)carbamoyl]-4-fluorophenyl}-3-methylimidazo[1,5-a]pyridin-6-yl)azetidin-1-yl]-3-methylbutyl}morpholine-4-carboxylic acid tert-butyl ester C(C)(C)(C)OC(=O)N1C[C@H](OCC1)CC(C(C)C)N1CC(C1)C=1C=C(C=2N(C1)C(=NC2)C)C2=C(C=C(C=C2)F)C(N(C(C)C)CC)=O